CN([C@@H](C(=O)O)C)C(=O)OC(C)(C)C |r| racemic-2-[methyl-[(2-methylpropan-2-yl)oxycarbonyl]amino]propanoic acid